FC1=CC=C(C=C1)N1CCC2(C(C=3C=CSC3N=C12)=O)O 12-(4-fluorophenyl)-9-hydroxy-4-thia-2,12-diazatricyclo[7.3.0.03,7]dodeca-1,3(7),5-trien-8-one